7-[5-CHLORO-2-(1,2,4-TRIAZOL-1-YL)PHENYL]-N-[(2,4-DIMETHOXYPHENYL)METHYL]CINNOLIN-4-AMINE ClC=1C=CC(=C(C1)C1=CC=C2C(=CN=NC2=C1)NCC1=C(C=C(C=C1)OC)OC)N1N=CN=C1